[Rh+].N#[C-].CC1=CC(=CC=C1)C 2,6-dimethyl-benzene isonitrile rhodium (I)